bis[tri(n-butyl)ammonium] undecylborate C(CCCCCCCCCC)OB([O-])[O-].C(CCC)[NH+](CCCC)CCCC.C(CCC)[NH+](CCCC)CCCC